BrC=1C=C2C=CN=C(C2=C(C1)F)N 6-bromo-8-fluoro-isoquinolin-1-amine